BrC=1N(N2C(=NC(=CC2=O)CN(C(OC(C)(C)C)=O)CCO[Si](C)(C)C(C)(C)C)C1)C tert-butyl ((2-bromo-1-methyl-7-oxo-1,7-dihydropyrazolo[1,5-a]pyrimidin-5-yl)methyl)(2-((tert-butyldimethylsilyl)oxy)ethyl)carbamate